[C-]1(C=CC=C1)C=1N=NNC1.[CH-]1C=CC=C1.[Fe+2] ferrocenyl-triazole